Cl.FC=1C=CC(=NC1)C1(CCOC2(C1)CCOCC2)CCNC2CC1=CC=CC=C1C2 N-(2-(4-(5-fluoropyridin-2-yl)-1,9-dioxaspiro[5.5]undecan-4-yl)ethyl)-2,3-dihydro-1H-inden-2-amine hydrochloride